ClC=1C(=C(C=CC1Cl)NC1=NC=NC2=CC(=C(C=C12)C1CN(C1)C(C=C)=O)OC)F 1-(3-(4-((3,4-dichloro-2-fluorophenyl)amino)-7-methoxyquinazolin-6-yl)azetidin-1-yl)prop-2-en-1-one